(S)-2-(4-(6-(3,5-dimethylisoxazol-4-yl)-4-(3-phenylmorpholino)quinazoline-2-yl)-1H-pyrazol-1-yl)-N-methylacetamide CC1=NOC(=C1C=1C=C2C(=NC(=NC2=CC1)C=1C=NN(C1)CC(=O)NC)N1[C@H](COCC1)C1=CC=CC=C1)C